C(C)(CC)[C@H]1CC[C@H](CC1)N(C(C1=CC(C(=O)N)=CC(=C1)NC(=O)[C@@H]1CC[C@@H](CC1)C(C)CC)=O)[C@@H]1CC[C@@H](CC1)C(C)CC N,N-bis(cis-4-sec-butylcyclohexyl)-5-(cis-4-sec-butylcyclohexylcarbonylamino)isophthalamide